ClC=1C=C(C(=O)O)C=CC1Cl 3,4-dichlorobenzoic acid